N-Boc-1,4-cis-cyclohexanediamine C(=O)(OC(C)(C)C)N[C@@H]1CC[C@@H](CC1)N